C(C1=CC=CC=C1)N1C2=C(C3=C1C(N(N=C3)CC3=CC=CC=C3)=O)SC(=N2)S(=O)(=O)C 4,6-dibenzyl-2-(methylsulfonyl)-4H-thiazolo[5',4':4,5]Pyrrolo[2,3-d]Pyridazin-5(6H)-one